CC1=CC(OC2=CC(=C(C=C12)NC1=NC=C2N(C(N(C2=N1)C1=CC=CC=C1)=O)C)C)=O 2-((4,7-dimethyl-2-oxo-2H-chromen-6-yl)amino)-7-methyl-9-phenyl-7,9-dihydro-8H-purine-8-one